6-amino-N-(6-(2,6-dimethylphenyl)pyridin-2-yl)pyridine-2-sulfonamide NC1=CC=CC(=N1)S(=O)(=O)NC1=NC(=CC=C1)C1=C(C=CC=C1C)C